FC(C=1C=CC=2N(N1)C(=CN2)C2=CC(=NC=N2)N2C(COCC2)(C)C)F 4-(6-(6-(difluoromethyl)imidazo[1,2-b]pyridazin-3-yl)pyrimidin-4-yl)-3,3-dimethylmorpholine